(1-methyl-2-oxo-1,2,3,4-tetrahydroquinolin-6-yl)boronic acid CN1C(CCC2=CC(=CC=C12)B(O)O)=O